5-(1,3,4-oxadiazol-2-yl)-2-(piperidin-1-yl)aniline O1C(=NN=C1)C=1C=CC(=C(N)C1)N1CCCCC1